[Cl-].C(C1=CC=CC=C1)N1C=[N+](C=C1)CC1=CC=CC=C1 1,3-dibenzyl-1H-imidazol-3-ium chloride